OC=1C(N(C=CC1)CCCCCN1N=NC(=C1)C1=C(C=CC=C1)OC)C 3-Hydroxy-1-(5-(4-(2-methoxyphenyl)-1H-1,2,3-triazol-1-yl)pentyl)-2-methylpyridin